ClC1=C(C=CC=C1CO)O 2-chloro-3-(hydroxymethyl)phenol